7-(1-(1-ethoxyethyl)-1H-pyrazol-4-yl)-2-(((3R,4S)-3-methyl-1-(methylsulfonyl)piperidin-4-yl)amino)-[1,2,4]triazolo[1,5-a]pyridin-8-ol Palladium [Pd].C(C)OC(C)N1N=CC(=C1)C1=C(C=2N(C=C1)N=C(N2)N[C@@H]2[C@@H](CN(CC2)S(=O)(=O)C)C)O